disulfenyl carbonate C(OS=S)([O-])=O